CC1=CN(C(=O)N=C1SCCC#N)[C@H]2C[C@@H]([C@H](O2)CO)O S4-(2-cyanoethyl)-4-thiothymidine